2-oleyl-(Oleyl)-1,3-octadecanediol C(CCCCCCC\C=C/CCCCCCCC)C(C(O)CCCCCCCC\C=C/CCCCCCCC)C(CCCCCCCCCCCCCCC)O